2-(4-Oxo-4-(4-(5-(trifluoromethyl)pyrazin-2-yl)piperazin-1-yl)butyl)-2H-indazole-7-carboxamide O=C(CCCN1N=C2C(=CC=CC2=C1)C(=O)N)N1CCN(CC1)C1=NC=C(N=C1)C(F)(F)F